2-amino-5-hydroxypentanoic acid NC(C(=O)O)CCCO